1-(3-fluorobicyclo[1.1.1]pentan-1-yl)-N-((6-((4-(6-(methylsilyl)-1H-indazol-4-yl)-1H-1,2,3-triazol-1-yl)methyl)-1H-indole-2-yl)methyl)methylamine FC12CC(C1)(C2)CNCC=2NC1=CC(=CC=C1C2)CN2N=NC(=C2)C2=C1C=NNC1=CC(=C2)[SiH2]C